FC1=C(C=CC(=C1F)OC)C1=CN=C2N1C=CN=C2NC2=CC(=C(C(=O)NCC1CCN(CC1)CC(=O)OC(C)(C)C)C=C2)CC tert-butyl 2-(4-((4-((3-(2,3-difluoro-4-methoxyphenyl)imidazo[1,2-a]pyrazin-8-yl)amino)-2-ethylbenzamido)methyl)piperidin-1-yl)acetate